C(C=C)OCCCCC1=CC=C(C=C1)CC=1C=C(C=CC1C)[C@@H]1O[C@@H]([C@H]([C@@H]([C@H]1OCC1=CC=CC=C1)OCC1=CC=CC=C1)OCC1=CC=CC=C1)CCC (2S,3S,4S,5R,6R)-2-[3-[[4-(4-Allyloxybutyl)phenyl]methyl]-4-methyl-phenyl]-3,4,5-tribenzyloxy-6-propyl-tetrahydropyran